CN1N=CC=2C1=NC(=CC2N2CC1=C(CC2)N(N=C1C)CC12CCC(CC1)(CC2)NC(=O)[C@@H]2NCCOC2)C (R)-N-(4-((5-(1,6-dimethyl-1H-pyrazolo[3,4-b]pyridin-4-yl)-3-methyl-4,5,6,7-tetrahydro-1H-pyrazolo[4,3-c]pyridin-1-yl)methyl)bicyclo[2.2.2]oct-1-yl)morpholine-3-carboxamide